(R)-2-(1-(3-chlorophenyl)-2-hydroxyethyl)-6-(2-((1-methyl-1H-pyrazol-4-yl)amino)pyrimidin-4-yl)isoindolin-1-one ClC=1C=C(C=CC1)[C@H](CO)N1C(C2=CC(=CC=C2C1)C1=NC(=NC=C1)NC=1C=NN(C1)C)=O